OCC1(CC1)NC(CCN1CC2=CC(=CC(=C2CC1)C)C=1N=C2C(=NC1)N(C=C2C2=CC(=C(C(=O)N(C)C)C=C2)C)S(=O)(=O)C2=CC=C(C)C=C2)=O 4-(2-(2-(3-(1-(hydroxymethyl)cyclopropylamino)-3-oxopropyl)-5-methyl-1,2,3,4-tetrahydroisoquinolin-7-yl)-5-tosyl-5H-pyrrolo[2,3-b]pyrazin-7-yl)-N,N,2-trimethylbenzamide